2-{2-[Methyl(2,2,6,6-tetramethylpiperidin-4-yl)amino]imidazo[2,1-b][1,3,4]thiadiazol-6-yl}-5-(1H-pyrazol-4-yl)phenol CN(C1=NN2C(S1)=NC(=C2)C2=C(C=C(C=C2)C=2C=NNC2)O)C2CC(NC(C2)(C)C)(C)C